[SH3+].CCC(CC)=O 3-pentanone, sulfonium salt